3-(1-(trifluoromethyl)-1H-pyrazol-4-yl)-1-((2-(trimethylsilyl)ethoxy)methyl)-1H-pyrrolo[3,2-b]pyridin-5-amine FC(N1N=CC(=C1)C1=CN(C=2C1=NC(=CC2)N)COCC[Si](C)(C)C)(F)F